N1C=C(C2=CC=CC=C12)CC(CCCC)NC(=O)C1=CC2=C(S1)C=C(C=C2)N2CCC(CC2)(F)F N-(1-(1H-indol-3-yl)hexan-2-yl)-6-(4,4-difluoropiperidin-1-yl)benzo[b]thiophene-2-Formamide